monobromo-5,5-dimethylhydantoin BrN1C(=O)NC(=O)C1(C)C